2-[2-fluoro-5-[2-[[(S)-phenyl-[(3R)-1,2,3,4-tetrahydro-1,5-naphthyridin-3-yl]methyl]amino]ethyl]phenyl]acetic acid FC1=C(C=C(C=C1)CCN[C@@H]([C@H]1CNC2=CC=CN=C2C1)C1=CC=CC=C1)CC(=O)O